5-fluoro-6-(4-methyl-1H-imidazol-1-yl)pyridine-3-carbaldehyde FC=1C=C(C=NC1N1C=NC(=C1)C)C=O